tert-Butyl 6-(4-hydroxypyrido[3,2-d]pyrimidin-6-yl)-1,6-diazaspiro[3.3]heptane-1-carboxylate OC=1C2=C(N=CN1)C=CC(=N2)N2CC1(CCN1C(=O)OC(C)(C)C)C2